5-chloro-2-fluoro-3-((1-((2-methoxy-6-vinylpyridin-3-yl)methyl)-6-oxo-4-(1,1,2,2-tetrafluoroethyl)-1,6-dihydropyrimidin-5-yl)oxy)benzonitrile ClC=1C=C(C(=C(C#N)C1)F)OC1=C(N=CN(C1=O)CC=1C(=NC(=CC1)C=C)OC)C(C(F)F)(F)F